3-(8-((1r,4r)-4-(4-(4-(3-amino-6-(2-hydroxyphenyl)pyridazin-4-yl)-5-fluoro-1H-pyrazol-1-yl)piperidin-1-yl)cyclohexyl)-2,3-dihydro-4H-benzo[b][1,4]oxazin-4-yl)piperidine-2,6-dione NC=1N=NC(=CC1C=1C=NN(C1F)C1CCN(CC1)C1CCC(CC1)C1=CC=CC2=C1OCCN2C2C(NC(CC2)=O)=O)C2=C(C=CC=C2)O